(5-bromo-6-methylpyridin-2-yl)oxetan-3-ol BrC=1C=CC(=NC1C)C1OCC1O